CS(=O)(=O)OCC1CCC(CC1)C(=O)OC methyl (1r,4r)-4-(((methylsulfonyl)oxy)methyl)cyclohexane-1-carboxylate